7-(3-pyrrolidin-1-ylpropoxy)-2,3-dihydrobenzofuran-5-amine N1(CCCC1)CCCOC1=CC(=CC=2CCOC21)N